17-acetyl-17-hydroxy-6,10,13-trimethyl-2,6,7,8,9,11,12,14,15,16-decahydro-1H-cyclopenta[a]phenanthren-3-one C(C)(=O)C1(CCC2C3CC(C4=CC(CCC4(C3CCC12C)C)=O)C)O